C(C)(C)(C)[Si](O)(O)OC(C)(C)C tert-butyl(tert-butoxy)silanediol